C(C)S(=O)(=O)N[C@H]1C(CN(C1)C(=O)OC(C)(C)C)(F)F tert-Butyl (4R)-4-[(ethanesulfonyl) amino]-3,3-difluoropyrrolidine-1-carboxylate